CN1CCC(CC1)C[N+](=O)[O-] 1-methyl-4-(nitromethyl)piperidine